NC1=C(C=C(C=N1)NC(C(=O)N1[C@@H](C[C@H](CC1)N(C)C)C1=CC=CC=C1)=O)C N-(6-amino-5-methyl-3-pyridyl)-2-[(2S,4S)-4-(dimethylamino)-2-phenyl-1-piperidyl]-2-oxo-acetamide